C(S(=O)(=O)O)S(=O)(=O)O.C(CO)O ethylene glycol methanedisulfonate